C1(CCCCC1)C(=O)N1CCN(CC1)C1=NC(=CC(=N1)NC1=CC2=C(C=N1)C=NN2C(C)C)N2CCCC2 cyclohexyl{4-[4-{[1-(propan-2-yl)-1H-pyrazolo[4,3-c]pyridin-6-yl]amino}-6-(pyrrolidin-1-yl)pyrimidin-2-yl]piperazin-1-yl}methanone